IC1=CC(N(N=C1)C)=O 5-iodo-2-methylpyridazin-3(2H)-one